OC(CCN1N=C2C=C(C(=CC2=C1)NC(=O)C1=NC(=CC=C1)C)C(=O)OC)(C)C Methyl 2-(3-hydroxy-3-methylbutyl)-5-{[(6-methylpyridin-2-yl) carbonyl]amino}-2H-indazole-6-carboxylate